3-((7-((6-(5-(((cyclohexyloxy)carbonyl)amino)-6-methylpyridin-3-yl)benzo[d]thiazol-2-yl)amino)-7-oxoheptyl)oxy)isoxazole-5-carboxylic acid C1(CCCCC1)OC(=O)NC=1C=C(C=NC1C)C1=CC2=C(N=C(S2)NC(CCCCCCOC2=NOC(=C2)C(=O)O)=O)C=C1